[Br-].CN1CN(C=C1)CCC 1-methyl-3-propylimidazole bromide salt